tert-butyl (tert-butoxycarbonyl)(1-cyanovinyl)carbamate C(C)(C)(C)OC(=O)N(C(OC(C)(C)C)=O)C(=C)C#N